7-Hydroxy-5-methyl-1-indanone OC=1C=C(C=C2CCC(C12)=O)C